Cl.N=C1SCC(N1C1=C(C=CC(=C1)NCCC)C(C)C)=O 2-imino-3-(2-isopropyl-5-(propylamino)phenyl)thiazolidin-4-one hydrochloride